O1CN=CC=C1 [e]-[1,3]Oxazine